Cl.S1C(=NC2=C1C=CC=C2)C2=C(SC=1CNCCC12)NC(CCNCC(=O)OCC)=O Ethyl (3-((3-(benzo[d]thiazol-2-yl)-4,5,6,7-tetrahydrothieno[2,3-c]pyridin-2-yl)amino)-3-oxopropyl)glycinate hydrochloride